C(#N)CCC=1C=C2C(=C(C(=NC2=C(C1C1=C(C(=CC=C1)Cl)Cl)F)C)I)N[C@H]1[C@H]2CN([C@@H]1C2)C(=O)OCCCC butyl (1R,4R,5S)-5-(((Sa)-6-(2-cyanoethyl)-7-(2,3-dichlorophenyl)-8-fluoro-3-iodo-2-methylquinolin-4-yl)amino)-2-azabicyclo[2.1.1]hexane-2-carboxylate